ethyl (S)-1-(benzo[d]isothiazole-3-carboxamido)-8-(2-chloro-5-fluorophenyl)-5-methylene-6-oxo-5,6,7,8-tetrahydroimidazo[1,5-a]pyrazine-3-carboxylate S1N=C(C2=C1C=CC=C2)C(=O)NC=2N=C(N1C2[C@@H](NC(C1=C)=O)C1=C(C=CC(=C1)F)Cl)C(=O)OCC